FC=1C(=NC(=NC1)NC1=NC=C(C=C1)C1CCN(CC1)C)C1=C(C2=C(C3(N(C2=O)C)CCCC3)S1)C(F)(F)F 2'-(5-Fluoro-2-((5-(1-methylpiperidin-4-yl)pyridin-2-yl)amino)pyrimidin-4-yl)-5'-methyl-3'-(trifluoromethyl)spiro[cyclopentane-1,6'-thieno[2,3-c]pyrrol]-4'(5'H)-one